CC1=NN=C(C2=CC(=C(C=C12)CN1CCOCC1)NC)O 4-Methyl-7-(methylamino)-6-(morpholinomethyl)phthalazin-1-ol